C(#N)C1=CC=C(C=N1)C(C(F)(F)F)OS(=O)(=O)C1=CC=C(C=C1)C [1-(6-cyano-3-pyridyl)-2,2,2-trifluoro-ethyl]4-methylbenzenesulfonate